OC1(CCOCC1)C1=CC=C(C=C1)NC([C@H](C1CCC(CC1)C)NC(OC(C)(C)C)=O)=O tert-butyl ((S)-2-((4-(4-hydroxytetrahydro-2H-pyran-4-yl)phenyl)amino)-1-((1r,4S)-4-methylcyclohexyl)-2-oxoethyl)carbamate